C1(=CC=CC=C1)SC[C@@H]([C@@H](O)C=1SC=CC1)C=C (1R,2R)-2-((phenylthio)methyl)-1-(thiophen-2-yl)but-3-en-1-ol